Ethyl 1-(6-(3,3,4,4,4-pentafluoro butyl)pyrazin-2-yl)piperidine-4-carboxylate FC(CCC1=CN=CC(=N1)N1CCC(CC1)C(=O)OCC)(C(F)(F)F)F